5-[3-[2,4-Difluoro-3-(methansulfonamido)benzoyl]-1H-pyrazolo[3,4-b]pyridin-5-yl]pyridin FC1=C(C(=O)C2=NNC3=NC=C(C=C32)C=3C=CC=NC3)C=CC(=C1NS(=O)(=O)C)F